C[NH+](C)CCOC(C(=C)C)=O N,N-dimethyl-[2-(2-methylpropan-2-enoyloxy)ethyl]Ammonium